7-Ethyl-10,10-dimethyl-8-morpholine-4-yl-5-oxo-10,11-dihydro-5H-1,11-diaza-benzo[b]fluorene-2-carbonitrile C(C)C1=CC2=C(C(C=3NC=4N=C(C=CC4C3C2=O)C#N)(C)C)C=C1N1CCOCC1